FC1CC(C1)N(C(O)=O)C1=C(C(=NN1C(C)(C)C)C1CC(C1)(F)F)C.FC1=C(COC2=CC=C(C3=C2OCO3)CNC(C(=O)N)C)C=CC=C1F 2-{[7-(2,3-difluorobenzyloxy)benzo[d][1,3]Dioxol-4-yl]Methylamino}propionamide (1s,3s)-3-fluorocyclobutyl-(1-(tert-butyl)-3-(3,3-difluorocyclobutyl)-4-methyl-1H-pyrazol-5-yl)carbamate